N-[3-(Trimethoxysilyl)propyl]ethylenedi-amine CO[Si](CCCNCCN)(OC)OC